3-(4-Benzyloxy-2-ethyl-5-methyl-pyrazol-3-yl)-1-methyl-1,2,4-triazole C(C1=CC=CC=C1)OC1=C(N(N=C1C)CC)C1=NN(C=N1)C